ClC1=CC(=C(C=C1C1=NN=C(N1)C1CC1)NC(=O)C=1C=NN2C1C=CC=C2)C N-[4-Chloro-5-(5-cyclopropyl-4H-1,2,4-triazol-3-yl)-2-methylphenyl]pyrazolo[1,5-a]pyridine-3-carboxamide